N-[5-[1-(2,2-Difluoroethyl)pyrazol-4-yl]-2,4-dimethylphenyl]-6-fluoropyrazolo[1,5-a]pyridine-3-carboxamide FC(CN1N=CC(=C1)C=1C(=CC(=C(C1)NC(=O)C=1C=NN2C1C=CC(=C2)F)C)C)F